CC(C1=CC=CC=C1)(C1=C(C=CC=2C3=CC=C(C=C3CC12)C(C)(C)C)C(C)(C)C)C1C=CC=C1 methyl(cyclopentadienyl)(2,7-di-t-butyl-fluorenyl)(phenyl)methane